5-(3-methoxyphenyl)-7-methylpyrazolo[1,5-a]Pyrimidine-3-carboxylic acid ethyl ester C(C)OC(=O)C=1C=NN2C1N=C(C=C2C)C2=CC(=CC=C2)OC